[Si](C)(C)(C(C)(C)C)OC(CN1C(=NC(=C1C1=CC=CC=C1)C(C)(C)O)COCC)(C)C 2-(1-{2-[(tert-butyldimethylsilyl)oxy]-2-methylpropyl}-2-(ethoxymethyl)-5-phenyl-1H-imidazol-4-yl)propan-2-ol